(2-methylimidazol-1-ylmethyl)methane CC=1N(C=CN1)CC